methanobenzo[f]benzo[4,5]imidazo[1,2-a][1,4]diazocin-1-yl trifluoromethanesulfonate FC(S(=O)(=O)OC12C(C=CC3=CN=CC=4N(C=C31)C3=C(N4)C=CC=C3)C2)(F)F